3-ethyl-5-methylimidazole-2,4-dione C(C)N1C(N=C(C1=O)C)=O